(Z)-3,7-dimethyl-2,6-octadien-1-yl vinyl ether C(=C)OC\C=C(/CCC=C(C)C)\C